C1(=CC=CC=C1)P(OCC)C1=CC=CC=C1 P,P-diphenyl-Phosphinous acid, ethyl ester